N1=C2C(=CC=C1)C1=CC=C(C2)N1C(=O)N 5,8-epiminocyclohepta[b]pyridine-10-carboxamide